C(#N)C1=CC(=NC=C1)N1C=C(C2=C1N=CN=C2N2[C@H](CN(CC2)C(=O)OCC(F)(F)F)C)C2CC2 trifluoroethyl (S)-4-(7-(4-cyanopyridin-2-yl)-5-cyclopropyl-7H-pyrrolo[2,3-d]pyrimidin-4-yl)-3-methylpiperazine-1-carboxylate